ethyl 3-[7-(hydroxymethyl)-1-benzothiophen-5-yl]-3-{4-methyl-1-[3-(methylsulfonyl)propyl]-1H-benzotriazol-5-yl}propanoate OCC1=CC(=CC=2C=CSC21)C(CC(=O)OCC)C2=C(C1=C(N(N=N1)CCCS(=O)(=O)C)C=C2)C